C(C)C1=C(CN2C[C@H](CC2)C(=O)O)C=CC(=C1)/C(/C)=N/OCC1=CC(=C(C=C1)C1=CC=C(C=C1)F)C (S,E)-1-(2-ethyl-4-(1-(((4'-fluoro-2-methyl-[1,1'-biphenyl]-4-yl)methoxy)imino)ethyl)benzyl)pyrrolidine-3-carboxylic acid